CC1=C(OC=2CCC3=CN(N=C3C21)CC2=NC=CC=C2)C(=O)NCC2COC2 8-Methyl-N-(oxetan-3-ylmethyl)-2-(pyridin-2-ylmethyl)-4,5-dihydro-2H-furo[2,3-g]indazol-7-carboxamid